CN1C2=C(OCC1)C=C(C=N2)C(=O)NCC2(CC2)C2=CC=CC=C2 4-methyl-N-((1-phenylcyclopropyl)methyl)-3,4-dihydro-2H-pyrido[3,2-b][1,4]oxazine-7-carboxamide